2-[2-(aminomethyl)-3,3-difluoro-allyl]-4-[2-methyl-3-[6-(trifluoromethyl)-3-pyridyl]phenyl]-1,2,4-triazol-3-one NCC(CN1N=CN(C1=O)C1=C(C(=CC=C1)C=1C=NC(=CC1)C(F)(F)F)C)=C(F)F